N-(5-fluoro-2-((2R,3R)-2-methylpiperidin-3-yl)thieno[2,3-b]pyridin-4-yl)benzo[d]thiazol-5-amine FC=1C(=C2C(=NC1)SC(=C2)[C@H]2[C@H](NCCC2)C)NC=2C=CC1=C(N=CS1)C2